aminocyclohexanamide NC1(CCCCC1)C(=O)N